OC1=NN2C(C=CC=C2)=C1C(=O)O 2-hydroxypyrazolo[1,5-a]pyridine-3-carboxylic acid